The molecule is a phenolate anion resulting from the deprotonation is of the hydroxy group at position 4 of 3,4,6-trichlorocatechol. The major microspecies at pH 7.3. It is a conjugate base of a 3,4,6-trichlorocatechol. C1=C(C(=C(C(=C1Cl)Cl)O)[O-])Cl